C(=O)O.NC1=CC=NC2=CC=C(C=C12)C=1C=C(C=CC1OC)B(O)O [3-(4-aminoquinolin-6-yl)-4-methoxyphenyl]boronic Acid Formic Acid Salt